ClC=1C=CC2=C(CC(CC=3N2C(=NN3)[C@@H]3CC[C@H](CC3)OC3=NC=CC=C3)=NO)C1 8-chloro-N-hydroxy-1-[trans-4-(pyridin-2-yloxy)cyclohexyl]-4H-[1,2,4]triazolo[4,3-a][1]benzazepin-5(6H)-imine